tert-butyl (3-(hydroxymethyl)cyclobutyl)carbamate OCC1CC(C1)NC(OC(C)(C)C)=O